CC1=C(C(CCC1)(C)C)/C=C/C(=C/C=C/C(=C/C(=O)NC2=CC=C(C=C2)O)/C)/C 15-[(4-hydroxyphenyl)amino]retinal